Methyl [(2S,3S,4R)-2,3,4,5-tetrakis(benzyloxy)pentyl]glycinate C(C1=CC=CC=C1)O[C@@H](CNCC(=O)OC)[C@@H]([C@@H](COCC1=CC=CC=C1)OCC1=CC=CC=C1)OCC1=CC=CC=C1